S1C2=C(CC1)C=C(C=C2)C(/C=C/C2=CC(=C(OC(C(=O)O)(C)C)C(=C2)C)C)=O (E)-2-(4-(3-(2,3-dihydrobenzo[b]thiophen-5-yl)-3-oxoprop-1-en-1-yl)-2,6-dimethylphenoxy)-2-methylpropanoic acid